tert-butyl 6'-acetamido-1'-(4-(1,1-difluoroethyl)pyrimidin-2-yl)-1',2'-dihydrospiro[piperidine-4,3'-pyrrolo[3,2-c]pyridine]-1-carboxylate C(C)(=O)NC1=CC2=C(C=N1)C1(CN2C2=NC=CC(=N2)C(C)(F)F)CCN(CC1)C(=O)OC(C)(C)C